C=1(C(=CC=CC1)O)C(C)C cumenol